C(#N)C1=C(C=CC(=C1)F)N1CC2(C1)CC(C2)OC=2C=CC(=NC2C(=O)NCCC=2C=C(C=NC2)B(O)O)C=2C(=NC=CC2)OCC (5-{2-[(5-{[2-(2-cyano-4-fluorophenyl)-2-azaspiro[3.3]heptan-6-yl]oxy}-2'-ethoxy[2,3'-bipyridine]-6-carbonyl)amino]ethyl}pyridin-3-yl)boronic acid